2,6-difluoro-1-bromobenzene FC1=C(C(=CC=C1)F)Br